(5-bromo-1,3-dihydro-2-benzofuran-1-yl)methylamine BrC1=CC2=C(C(OC2)CN)C=C1